NC1=NC=CC(=N1)C#C 2-amino-4-ethynylpyrimidine